FC(C1=NN(C=C1)C(=O)[O-])F 3-(difluoromethyl)-1H-pyrazole-1-carboxylate